2-(6-(benzyloxy)quinolin-3-yl)ethanol C(C1=CC=CC=C1)OC=1C=C2C=C(C=NC2=CC1)CCO